(phenacylmethyl)-(2-biphenylyl)chlorophosphine C(C(=O)C1=CC=CC=C1)CP(Cl)C1=C(C=CC=C1)C1=CC=CC=C1